BrC1=CC(=CC=2C=COC21)COC2=C(C=CC(=C2)CNC(=O)OC(C)C)CC(=O)OCC ethyl 2-(2-((7-bromobenzofuran-5-yl)methoxy)-4-((isopropoxycarbonylamino)methyl)phenyl)acetate